C(C)OC(NC1C(N(C1)C=1SC(=C(N1)C1=CC(=C(C=C1)Cl)Cl)CC(C)C)=O)=O 1-(4-(3,4-dichlorophenyl)-5-isobutylthiazol-2-yl)-2-oxoazetidin-3-ylcarbamic acid ethyl ester